N[C@H]1[C@@H](COCC1)CNC=1C=NN(C(C1Cl)=O)C1CCN(CC1)S(=O)(=O)NC1=CC=CC=C1 4-[4-[[(3S,4R)-4-amino-tetrahydro-2H-pyran-3-yl]methylamino]-5-chloro-6-oxopyridazin-1(6H)-yl]-N-phenylpiperidine-1-sulfonamide